FC(OC1=CC=C(C=C1)C1=CN=C2N1C=CN=C2NC2=CC(=C(C=C2)C(=O)N2CCC(CC2)NC)C)F [4-[[3-[4-(difluoromethoxy)phenyl]imidazo[1,2-a]pyrazin-8-yl]amino]-2-methylphenyl]-[4-(methylamino)piperidin-1-yl]methanone